8-ethyl-3-(p-tolyl)-1,4,8-triazaspiro[4.5]decan-1,3-dien C(C)N1CCC2(N=C(C=N2)C2=CC=C(C=C2)C)CC1